rac-(1S,2R,3R,5R)-3-[(5-chloropyrazin-2-yl)amino]-2-fluoro-8-azabicyclo[3.2.1]octane-8-carboxylic acid tert-butyl ester C(C)(C)(C)OC(=O)N1[C@@H]2[C@@H]([C@@H](C[C@H]1CC2)NC2=NC=C(N=C2)Cl)F |r|